ClC1=NC2=C(N1COCC[Si](C)(C)C)C=CC=C2 2-chloro-1-((2-(trimethylsilyl)ethoxy)methyl)-1H-benzo[d]Imidazole